3-(2-fluoro-4-nitrophenoxy)pyridine FC1=C(OC=2C=NC=CC2)C=CC(=C1)[N+](=O)[O-]